ClC1=C(C=NNC1=O)N1C[C@@H](CC1)OC1=NC=CC(=C1)C=1C(=NN(C1C)C1(CCC1)CC(=O)N)C (R)-2-(1-(4-(2-((1-(5-chloro-6-oxo-1,6-dihydropyridazin-4-yl)pyrrolidin-3-yl)oxy)pyridin-4-yl)-3,5-dimethyl-1H-pyrazol-1-yl)cyclobutyl)acetamide